COC1=CC=C2C(=N1)N=CN2 5-methoxy-(imidazo[4,5-B]pyridine)